Cl.N1CCC(CC1)COC1=CC(=NC=C1)C(F)(F)F 4-(piperidin-4-ylmethoxy)-2-(trifluoromethyl)pyridine hydrochloride